BrCCOC1=CC=C(C=C1)C=1OC2=C(C=CC=C2C(C1)=O)Cl 2-[4-(2-bromoethoxy)phenyl]-8-chloro-chromen-4-one